FC(COC)(F)C1C(CCC(C1)O)=NO (1,1-difluoro-2-methoxyethyl)-4-hydroxycyclohexane-1-one oxime